N-hydroxy-2-(4-(methyl-(2-methyl-4-quinazolinyl)amino)phenoxy)pyrimidine-5-amide ONC(=O)C=1C=NC(=NC1)OC1=CC=C(C=C1)N(C1=NC(=NC2=CC=CC=C12)C)C